BrC1=CC(=C(C=C1OC1=C(C=CC=C1)OC)N1C(N(C(=CC1=O)C(F)(F)F)C)=O)F 3-[4-bromo-2-fluoro-5-(2-methoxyphenoxy)phenyl]-1-methyl-6-(trifluoro-methyl)pyrimidine-2,4-dione